trimethyl-dodecylammonium lysine salt N[C@@H](CCCCN)C(=O)[O-].C[N+](CCCCCCCCCCCC)(C)C